O[C@H](CNC(=O)C1=NC=C(C=C1)NC=1OC(=CN1)C1=CC=C(C=C1)C(F)(F)F)CO (R)-N-(2,3-dihydroxypropyl)-5-((5-(4-(trifluoromethyl)phenyl)oxazol-2-yl)amino)pyridineamide